6-chloro-3-(2-cyclopropoxyphenyl)-1-[[2-(trimethylsilyl)ethoxy]methyl]pyrazolo[3,4-b]pyridine ClC1=CC=C2C(=N1)N(N=C2C2=C(C=CC=C2)OC2CC2)COCC[Si](C)(C)C